3-[5-({[4-(Aminomethyl)phenyl]methyl}(methyl)amino)-4-methoxy-1-(4-methylfuran-3-carbonyl)-1H-pyrazol-3-yl]-1-methansulfonyl-4-(trifluoromethyl)piperidin-2-on NCC1=CC=C(C=C1)CN(C1=C(C(=NN1C(=O)C1=COC=C1C)C1C(N(CCC1C(F)(F)F)S(=O)(=O)C)=O)OC)C